ClC1=CC(=C(C=C1)CN1C(C2=CC(=CC(=C2[C@]1(OCC1(CC1)CO)C1=CC=C(C=C1)Cl)F)C(COC)(C)O)=O)S(=O)(=O)C (3R)-2-[(4-Chloro-2-methanesulfonylphenyl)methyl]3-(4-chlorophenyl)-4-fluoro-6-(2-hydroxy-1-methoxypropan-2-yl)-3-{[1-(hydroxymethyl)cyclopropyl]methoxy}-2,3-dihydro-1H-isoindol-1-one